FC([C@@H](C1=CC=C(C=C1)C(F)(F)F)NS(=O)(=O)C1=CC=2N(C=C1)N=CN2)(F)F (R)-N-(2,2,2-trifluoro-1-(4-(trifluoromethyl)phenyl)ethyl)-[1,2,4]triazolo[1,5-a]pyridine-7-sulfonamide